CC(C)(C(C(=O)[O-])(C(C)(C)CC)CCC)CC methyl-3-ethyl-3-methyl-ethyl-propyl-3-methyl-ethyl-propionate